F[C@H]1[C@@H]2CCC[C@H](C[C@H]1OC1=CC=C(N=N1)C1=C(C=C(C=C1)C1=COC(=C1)C)O)N2 2-(6-(((1s,2s,3r,5r)-2-fluoro-9-azabicyclo[3.3.1]non-3-yl)oxy)pyridazin-3-yl)-5-(5-methylfuran-3-yl)phenol